(2s,4s)-4-fluoropyrrolidine-1,2-dicarboxylic acid di-tert-butyl ester C(C)(C)(C)OC(=O)N1[C@@H](C[C@@H](C1)F)C(=O)OC(C)(C)C